bromo-7-(methoxymethyl)-2-(trifluoromethyl)-4H-pyrido[1,2-a]pyrimidin-4-one BrC1=C(N=C2N(C1=O)C=C(C=C2)COC)C(F)(F)F